tert-butyl 6-[[5-[1-(trifluoromethyl) cyclopropyl] imidazol-1-yl] methyl]-2-azaspiro[3.3]heptane-2-carboxylate FC(C1(CC1)C1=CN=CN1CC1CC2(CN(C2)C(=O)OC(C)(C)C)C1)(F)F